rel-(2R,3S,4R,5S)-4-[[3-(3,4-difluoro-2-methoxy-phenyl)-5-(difluoromethyl)-4,5-dimethyl-tetrahydrofuran-2-carbonyl]amino]pyridine-2-carboxamide FC=1C(=C(C=CC1F)[C@H]1[C@@H](O[C@]([C@@H]1C)(C)C(F)F)C(=O)NC1=CC(=NC=C1)C(=O)N)OC |o1:8,9,11,12|